N-(2-(2,5-dioxo-2,5-dihydro-1H-pyrrol-1-yl)ethyl)3-phenylpropanamide trifluoroacetate salt FC(C(=O)O)(F)F.O=C1N(C(C=C1)=O)CCNC(CCC1=CC=CC=C1)=O